2-butenal thiosemicarbazone C(C=CC)=NNC(=S)N